O1N=C(C=C1)COC1=CC=C2C=C(NC2=C1)CNC(=O)NC 1-((6-(isoxazol-3-ylmethoxy)-1H-indol-2-yl)methyl)-3-methylurea